ACETYLTHIAZOL C(C)(=O)C=1SC=CN1